FC1(CC(CNC1)NC(=O)[C@H]1CN(C[C@H](O1)C)C1=C2C=CC=NC2=C(C=C1)C(F)(F)F)F (2R,6R)-N-(5,5-difluoro-3-piperidyl)-6-methyl-4-[8-(trifluoromethyl)-5-quinolyl]morpholine-2-carboxamide